ClC=1C(=CC2=C(N=C(O2)CCl)C1)[N+](=O)[O-] 5-chloro-2-(chloromethyl)-6-nitrobenzo[d]oxazole